FC(OC=1C=C(C=CC1)S(=O)(=O)N1CC(OCC1)C1=C(SC2=C1C=CC=C2)C(=O)N)(F)F [4-[3-(Trifluoromethoxy)phenyl]-sulfonylmorpholin-2-yl]benzothiophen-2-carboxamid